1-(piperidin-4-ylsulfonyl)-4-(5-(trifluoromethyl)pyridin-3-yl)piperazine hydrochloride Cl.N1CCC(CC1)S(=O)(=O)N1CCN(CC1)C=1C=NC=C(C1)C(F)(F)F